C1(CC1)C1CC(C1)N1C(N([C@@H](C1)C#N)C1=CN=CC2=CC=CC=C12)=O (S)-1-((1S,3r)-3-cyclopropylcyclobutyl)-3-(isoquinolin-4-yl)-2-oxoimidazoline-4-carbonitrile